C(C)N[C@@H]1C2=C(S([C@H](C1)C)(=O)=O)SC(=C2)S(=O)(=O)NC([C@H](C)OC([C@H](C)O)=O)=O (S)-2-Hydroxy-propionic acid (S)-2-((4S,6S)-4-ethylamino-6-methyl-7,7-dioxo-4,5,6,7-tetrahydro-7λ*6*-thieno[2,3-b]thiopyran-2-sulfonylamino)-1-methyl-2-oxo-ethyl ester